BrC1=CC=C(C=C1)[C@@H](C)[C@@]1(C(NC(C1)=O)=O)C (3R)-3-[(1R)-1-(4-bromophenyl)ethyl]-3-methyl-pyrrolidine-2,5-dione